N1C=CC2=CC(=CC=C12)S(=O)(=O)N1C=C(C=C1)C(=O)NC1=CC(=C(C=C1)Cl)F 1-((1H-indol-5-yl)sulfonyl)-N-(4-chloro-3-fluorophenyl)-1H-pyrrole-3-carboxamide